N-{[1-(Azetidine-1-carbonyl)cyclobutyl]methyl}-4H,5H,6H,7H,8H,9H-cycloocta[b]thiophene-2-carboxamide N1(CCC1)C(=O)C1(CCC1)CNC(=O)C1=CC2=C(S1)CCCCCC2